N,N-dimethyl-1H-1,2,4-triazol-5-amine CN(C1=NC=NN1)C